2-((2-aminopyrimidin-5-yl)methyl)-3-methylnaphthalene-1,4-dione NC1=NC=C(C=N1)CC=1C(C2=CC=CC=C2C(C1C)=O)=O